3-Ethyl-N-(4-(6-fluoro-3,4-dihydroisoquinolin-2(1H)-yl)-2,6-dimethylphenyl)oxabutan-3-amine C(C)C(CO)(C)NC1=C(C=C(C=C1C)N1CC2=CC=C(C=C2CC1)F)C